racemic-hydroxyketone OC(=O)O